N-(4-{4-[3-(5-Cyclopropyl-2-fluoro-phenyl)-ureido]-3-fluoro-phenoxy}-pyridin-2-yl)-3-methoxypropionamide C1(CC1)C=1C=CC(=C(C1)NC(NC1=C(C=C(OC2=CC(=NC=C2)NC(CCOC)=O)C=C1)F)=O)F